4-(4-(3-Cyanophenoxy)benzamido)picolinic acid C(#N)C=1C=C(OC2=CC=C(C(=O)NC3=CC(=NC=C3)C(=O)O)C=C2)C=CC1